FC1=CC=C(C=N1)NC1=NC(=NC(=N1)NC(C)C)C1=CC=CC=C1 N-(6-fluoro-pyridin-3-yl)-N'-isopropyl-6-phenyl-[1,3,5]Triazine-2,4-diamine